5-((5-isopropyl-2-methoxypyridin-4-yl)oxy)pyrimidine-2,4-diamine C(C)(C)C=1C(=CC(=NC1)OC)OC=1C(=NC(=NC1)N)N